COC=1C=C2C(=CC=NC2=CC1OC)OC=1C=NC(=NC1)NC(=O)C1=CN(C=C(C1=O)C1=CC=C(C=C1)F)C1CCOCC1 N-(5-((6,7-dimethoxyquinolin-4-yl)oxy)pyrimidin-2-yl)-5-(4-fluorophenyl)-4-oxo-1-(tetrahydro-2H-pyran-4-yl)-1,4-dihydropyridine-3-carboxamide